1-(3-(2-(dimethylamino)ethyl)-1H-indol-1-yl)-2,2,2-trifluoroethan-1-one CN(CCC1=CN(C2=CC=CC=C12)C(C(F)(F)F)=O)C